1-methyl-N-(5-(1-oxo-1,3-dihydroisobenzofuran-5-yl)thiazol-2-yl)piperidine-4-carboxamide CN1CCC(CC1)C(=O)NC=1SC(=CN1)C=1C=C2COC(C2=CC1)=O